O\C(=C(/C1=CC=CC=C1)\O)\C(=O)C1=C(C=CC(=C1)C)OC dihydroxy-2'-methoxy-5'-methyl-chalcone